(1-(3-amino-5-chloropyridin-4-yl)pyrrolidin-3-yl)carbamate NC=1C=NC=C(C1N1CC(CC1)NC([O-])=O)Cl